CN1N=NC2=C1C=C(C=C2)C2=CNC=1N=C(N=CC12)NCC1(CC1)C 5-(1-methyl-1H-benzo[d][1,2,3]triazol-6-yl)-N-((1-methylcyclopropyl)methyl)-7H-pyrrolo[2,3-d]pyrimidin-2-amine